(R)-2-amino-6-(2-methoxy-4-((4-(methylamino)piperidin-1-yl)methyl)benzyl)-4-(pentan-2-ylamino)pyrido[4,3-d]pyrimidin-5(6H)-one NC=1N=C(C2=C(N1)C=CN(C2=O)CC2=C(C=C(C=C2)CN2CCC(CC2)NC)OC)N[C@H](C)CCC